C(C)(C)(C)OC(=O)NN(C(=O)C=1C(=CN(C(C1)=O)C1CC1)C(=O)OC(C)(C)C)CC Tert-butyl 4-(2-(tert-butoxycarbonyl)-1-ethylhydrazine-1-carbonyl)-1-cyclopropyl-6-oxo-1,6-dihydropyridine-3-carboxylate